Cl.NC=1NC=C(N1)C=O 2-AMINO-1H-IMIDAZOLE-4-CARBALDEHYDE HCL